5-((4-(3-cyclopropylprop-1-ynyl)phenyl)amino)-1H-1,2,3-triazole-4-carboxylate C1(CC1)CC#CC1=CC=C(C=C1)NC1=C(N=NN1)C(=O)[O-]